CC(=CCNC1=C2C(=NC(=N1)SC)N(C=N2)[C@H]3[C@@H]([C@@H]([C@H](O3)CO)O)O)C The molecule is a nucleoside analogue in which adenosine has been modified by substitution at C-2 by a methylthio (methylsulfanyl) group and at the 6-amino nitrogen by a Delta(2)-isopentenyl group. It derives from an adenosine.